OC1(CCN(CC1)C(=O)NC=1SC2=C(N1)C(=CC=C2N2CCOCC2)OC)C 4-Hydroxy-N-(4-methoxy-7-morpholinobenzo[d]thiazol-2-yl)-4-methylpiperidine-1-carboxamide